C(CCCC#C)NC(NC1=CC=C(C[C@H]2[C@H]([C@H]([C@@H]([C@H](O2)CCP(O)(O)=O)O)O)O)C=C1)=O (2-((2R,3S,4R,5S,6S)-6-(4-(3-(hex-5-yn-1-yl)ureido)benzyl)-3,4,5-trihydroxytetrahydro-2H-pyran-2-yl)ethyl)phosphonic acid